C(C)C1=NN2C(C=C(C=C2)N2CCC3(CN(C3)C(=O)N3CC(C3)O)CC2)=C1N(C=1SC(=C(N1)C1=CC=C(C=C1)F)C#N)C 2-((2-ethyl-5-(2-(3-hydroxyazetidine-1-carbonyl)-2,7-diazaspiro[3.5]nonan-7-yl)pyrazolo[1,5-a]pyridin-3-yl)(methyl)amino)-4-(4-fluorophenyl)thiazole-5-carbonitrile